ClC1=C(C=C(C#N)C=C1)C=1NC2=CC(=C(C(=C2C(C1)=O)F)C1=CC=C2CC(NC2=C1)=O)F 4-chloro-3-(5,7-difluoro-4-oxo-6-(2-oxoindolin-6-yl)-1,4-dihydroquinolin-2-yl)benzonitrile